N1(CCOCC1)C=1C(N(CCC1)C1=CC=C(C=C1)N1C(CCCC1)=O)=O 5,6-dihydro-3-(4-morpholinyl)-1-[4-(2-oxo-1-piperidinyl)-phenyl]-2(1H)-pyridone